1-amino-cyclopropanecarboxylic acid NC1(CC1)C(=O)O